5-(2-(1,4-oxaazepan-4-yl)ethyl)-2-amino-3-methylbenzonitrile O1CCN(CCC1)CCC=1C=C(C(=C(C#N)C1)N)C